C1(=CC=CC=C1)C1=NC(=NO1)C1=NC=2N(C(=C1)N1CCOCC1)N=C(C2)C2=CC=NC=C2 4-(5-(5-phenyl-1,2,4-oxadiazol-3-yl)-2-(pyridin-4-yl)pyrazolo[1,5-a]pyrimidin-7-yl)morpholine